C(C)NC1CCC(CC1)N1C(NC2=C1C=C(C(=C2)C=2C=C(C=1N(C2)N=CN1)OC)C)=O 1-((1S,4S)-4-(ethylamino)cyclohexyl)-5-(8-methoxy-[1,2,4]triazolo[1,5-a]pyridin-6-yl)-6-methyl-1,3-dihydro-2H-benzo[d]imidazol-2-one